diethyltin dichloride C(C)[Sn](CC)(Cl)Cl